C(C)(C)OC(CC)=O (S)-1-isopropoxy-1-oxopropane